N-(4-sulfobutyl)pyridine trifluoromethanesulfonate FC(S(=O)(=O)O)(F)F.S(=O)(=O)(O)CCCCN1CC=CC=C1